FC1(CCC(CC1)COC(=O)N[C@H](C(=O)N[C@H](C(=O)OC)C[C@H]1C(NCC1)=O)CC(C)C)F methyl (2S)-2-[[(2S)-2-[(4,4-difluorocyclohexyl)methoxycarbonylamino]-4-methyl-pentanoyl]amino]-3-[(3S)-2-oxopyrrolidin-3-yl]propanoate